N=1C=CN2C1C=CC(=C2)C=2C=NC=1CCN(CC1C2)C2=C(C(=C(N=N2)C#N)C)C 6-(3-imidazo[1,2-a]pyridin-6-yl-7,8-dihydro-5H-1,6-naphthyridin-6-yl)-4,5-dimethyl-pyridazine-3-carbonitrile